C(C1=CC=CC=C1)SC=1C=C2CCN(C(C2=CC1)C(=O)OCC)C(=O)OC(C)(C)C 2-(tert-Butyl) 1-ethyl 6-(benzylthio)-3,4-dihydroisoquinoline-1,2(1H)-dicarboxylate